ClC1=CC(=C2C=NNC(C2=C1)=O)CCOC(C(=O)O)C (2-(7-chloro-1-oxo-1,2-dihydro-phthalazin-5-yl)ethoxy)propionic acid